tert-butyl (1-((3-(1-((1-(2-(2,6-Dioxopiperidin-3-yl)-1-oxoisoindolin-5-yl)piperidin-4-yl)methyl)piperidin-4-yl)phenyl)sulfonyl)piperidin-4-yl)carbamate O=C1NC(CCC1N1C(C2=CC=C(C=C2C1)N1CCC(CC1)CN1CCC(CC1)C=1C=C(C=CC1)S(=O)(=O)N1CCC(CC1)NC(OC(C)(C)C)=O)=O)=O